ethyl 5-(2-cyanoacetamido)-2-cyclopropylisonicotinate C(#N)CC(=O)NC1=CN=C(C=C1C(=O)OCC)C1CC1